N-(4-ethylpyridin-2-yl)-6-(1H-imidazol-4-yl)benzo[d]thiazol-2-amine C(C)C1=CC(=NC=C1)NC=1SC2=C(N1)C=CC(=C2)C=2N=CNC2